N=1N(N=C2C1C=CC=C2)C2=C(C=CC=C2C(C)(C)C)O 2-(2H-benzotriazol-2-yl)-3-t-butylphenol